N,N,N'-triMethyl ethylenediamine deoxy adenosine-5'-triphosphate P(O)(=O)(OP(=O)(O)OP(=O)(O)O)OC[C@@H]1[C@H](C[C@@H](O1)N1C=NC=2C(N)=NC=NC12)O.CN(CCNC)C